FC1(CC=C(OC2=C(C=C(C=C2)[N+](=O)[O-])C2=NOC(N2)=O)C=C1)F 3-((4,4-difluorophenoxy)-5-nitrophenyl)-1,2,4-oxadiazol-5(4H)-one